Ethyl (R)-2-chloro-3-isobutoxy-7-isopropyl-11-oxo-6,7-dihydro-11H-benzo[f]pyrido[1,2-d][1,4]oxazepine-10-carboxylate ClC=1C(=CC2=C(C=3N([C@@H](CO2)C(C)C)C=C(C(C3)=O)C(=O)OCC)C1)OCC(C)C